4-(tert-butyl)-N-(4-((5-methylpyridin-2-yl)aminoformyl)-3-(2H-tetrazol-5-yl)phenyl)piperidine-1-carboxamide C(C)(C)(C)C1CCN(CC1)C(=O)NC1=CC(=C(C=C1)C(=O)NC1=NC=C(C=C1)C)C=1N=NNN1